2-(4-tert-butyl-2-methyl-phenyl)-3-(hydroxymethyl)-5,6-dimethyl-1H-pyridin-4-one C(C)(C)(C)C1=CC(=C(C=C1)C=1NC(=C(C(C1CO)=O)C)C)C